FC(C(=O)O)(F)F.FC1CN=C(NC1)NC1=C2C=NNC2=CC(=C1)C(=O)NCC(=O)N[C@@H](CC(=O)OC)C1=CC(=C(C=C1)F)OC(F)(F)F methyl (3S)-3-(2-(4-((5-fluoro-1,4,5,6-tetrahydropyrimidin-2-yl)amino)-1H-indazole-6-carboxamido)acetamido)-3-(4-fluoro-3-(trifluoromethoxy)phenyl)propanoate trifluoroacetate